2-(3-chloro-2-isopropyl-5-(methoxymethoxy)phenyl)-4,4,5,5-tetramethyl-1,3,2-dioxaborolane ClC=1C(=C(C=C(C1)OCOC)B1OC(C(O1)(C)C)(C)C)C(C)C